C(C)(C)(C)OC(=O)N[C@H](C)C1=CC(=C(C(=O)O)C=C1)CO (R)-4-(1-((tert-butoxycarbonyl)amino)ethyl)-2-(hydroxymethyl)benzoic acid